CC=1C=C2N(C3=CC=C(C=C3N=C2C2=NC=C(C=C2)C(F)(F)F)C(=O)OC)C1 methyl 2-methyl-4-(5-(trifluoromethyl)pyridin-2-yl)pyrrolo[1,2-a]quinoxaline-7-carboxylate